silicon-boron carbon [C].[B].[Si]